(1S,2R)-2-((S)-5-Bromo-8-((5-(difluoromethyl)-1-methyl-1H-1,2,3-triazol-4-yl)methoxy)-1-((1-oxoisoindolin-2-yl)methyl)-1,2,3,4-tetrahydroisochinolin-2-carbonyl)cyclohexan BrC1=C2CCN([C@@H](C2=C(C=C1)OCC=1N=NN(C1C(F)F)C)CN1C(C2=CC=CC=C2C1)=O)C(=O)C1CCCCC1